tert-Butyl 2-{4-[5-chloro-2-(3-methyl-1,2,4-oxadiazol-5-yl)phenyl]-5-methoxy-2-oxopyridin-1(2H)-yl}-4-methoxybutanoate ClC=1C=CC(=C(C1)C1=CC(N(C=C1OC)C(C(=O)OC(C)(C)C)CCOC)=O)C1=NC(=NO1)C